butyltrimethoxysilane C(CCC)[Si](OC)(OC)OC